N1C[C@H](CCC1)NC1=NC=C(C(=N1)C1=CNC2=CC(=CC=C12)N1CCCC1)C(F)(F)F (S)-N-(piperidin-3-yl)-4-(6-(pyrrolidin-1-yl)-1H-indol-3-yl)-5-(trifluoromethyl)pyrimidin-2-amine